C(C)(C)(C)OC(N(C)[C@H](C(=O)NNCCC(=O)N)CC1CCCCC1)=O N-[(1S)-2-[2-(3-amino-3-oxo-propyl)hydrazino]-1-(cyclohexylmethyl)-2-oxo-ethyl]-N-methyl-carbamic acid tert-butyl ester